bromo-5-methyl-1-(tetrahydro-2H-pyran-2-yl)-1H-indazole BrC1=NN(C2=CC=C(C=C12)C)C1OCCCC1